C(C)(=O)[C@]1(C(SC2=CC=C(C=C2)C)O[C@@H]([C@H]([C@@H]1OC)OCC1=CC=CC=C1)C)O p-Tolyl 2-acetyl-4-O-benzyl-3-O-methyl-1-thio-D-rhamnopyranoside